C12C3C(C(CC3C(C=C1)C2)O)O tricyclo[5.2.1.02,6]dec-8-ene-3,4-diol